Methyl 4-((5-((((3r,5r,7r)-adamantan-1-yl)methyl)carbamoyl)-1H-indol-1-yl)methyl)-2-chlorobenzoate C12(CC3CC(CC(C1)C3)C2)CNC(=O)C=2C=C3C=CN(C3=CC2)CC2=CC(=C(C(=O)OC)C=C2)Cl